2-(2'-hydroxy-5'-methylphenyl)benzotriazole methyl-8-fluoro-2-[(2-methyl-2-azabicyclo[2.1.1]hexan-4-yl)methyl]-3,4-dihydro-1H-isoquinoline-6-carboxylate COC(=O)C=1C=C2CCN(CC2=C(C1)F)CC12CN(C(C1)C2)C.OC2=C(C=C(C=C2)C)N2N=C1C(=N2)C=CC=C1